3-fluoro-N-methylpropane-1-amine FCCCNC